(S)-3-(azetidin-1-yl)-2-methyl-N-(2-(p-tolyl)propan-2-yl)propanamide N1(CCC1)C[C@@H](C(=O)NC(C)(C)C1=CC=C(C=C1)C)C